(2S,5R)-6-(benzyloxy)-N-(methylsulfonyl)-7-oxo-1,6-diazabicyclo[3.2.1]octan-2-carboxamidine C(C1=CC=CC=C1)ON1[C@@H]2CC[C@H](N(C1=O)C2)C(=N)NS(=O)(=O)C